C(C)(C)(C)OC(=O)NC1CCC(N(C1)C(=O)OCC1=CC=CC=C1)CO racemic-benzyl 5-((tert-butoxycarbonyl)amino)-2-(hydroxymethyl)piperidine-1-carboxylate